C(C)(C)(C)C=1N=C(OC1)CN1CC2(CN(C2)C(=O)N2CC3(C2)CC(C3)C3=NC(=NN3)C3CC3)C1 [6-[(4-tert-butyloxazol-2-yl)methyl]-2,6-diazaspiro[3.3]heptan-2-yl]-[6-(3-cyclopropyl-1H-1,2,4-triazol-5-yl)-2-azaspiro[3.3]heptan-2-yl]methanone